2-cyano-N-cyclohexyl-11-oxo-11H-pyrido[2,1-b]quinazoline-6-carboxamide C(#N)C=1C=C2C(N3C(=NC2=CC1)C(=CC=C3)C(=O)NC3CCCCC3)=O